Erbium-ytterbium-scandium [Sc].[Yb].[Er]